N-(1-carbamoylcyclopropyl)-1-(4-chloro-3-fluorophenyl)-3-ethyl-3-methyl-2,3-dihydro-1H-pyrrolo[3,2-b]pyridine-5-carboxamide C(N)(=O)C1(CC1)NC(=O)C1=CC=C2C(=N1)C(CN2C2=CC(=C(C=C2)Cl)F)(C)CC